CN([C@@H]1CC[C@@H](CC1)NC1=NN2C(C=N1)=C(C=C2)C2=CC=1C(=NC=CN1)N=C2)C cis-N1,N1-dimethyl-N4-(5-(pyrido[2,3-b]pyrazin-7-yl)pyrrolo[2,1-f][1,2,4]triazin-2-yl)cyclohexane-1,4-diamine